[3-[[2-fluoro-4-(trifluoromethoxy)phenyl]methoxy]azetidin-1-yl]methanone FC1=C(C=CC(=C1)OC(F)(F)F)COC1CN(C1)C=O